(2S)-2-[(dimethylamino)-methyl]-1-[(5,6,7,8-tetrahydro-5-oxo-2-naphthyl)-acetyl]-piperidine CN(C)C[C@H]1N(CCCC1)C(CC1=CC=2CCCC(C2C=C1)=O)=O